N-(4-((4-(2-(4-hydroxyphenyl)propan-2-yl)phenoxy)methyl)pyrimidin-2-yl)methanesulfonamide OC1=CC=C(C=C1)C(C)(C)C1=CC=C(OCC2=NC(=NC=C2)NS(=O)(=O)C)C=C1